C(C=C)(=O)N1[C@H](CCC1)C1=C2C=C(N=CC2=C(C=C1)N1[C@@H]([C@H](C1)N(S(=O)(=O)C)C(C)C)C)NC1=NC(=NC=C1)N1CCC(CC1)(C)O N-((2R,3S)-1-(5-((R)-1-acryloylpyrrolidin-2-yl)-3-((2-(4-hydroxy-4-methylpiperidin-1-yl)pyrimidin-4-yl)amino)isoquinolin-8-yl)-2-methylazetidin-3-yl)-N-isopropylmethanesulfonamide